C(O)(O)=O.[C@H]12CCC#CCC[C@@H]2C1CC1C(=O)NC(C1)=O (1R,8S,9S)-bicyclo[6.1.0]non-4-yn-9-ylmethylsuccinimide carbonate